4-oxooctahydroquinoline-1(2H)-carboxylic acid tert-butyl ester C(C)(C)(C)OC(=O)N1CCC(C2CCCCC12)=O